C(C1=CC=CC=C1)N1C(=NC(=C1)C1=C(C=CC(=C1)F)F)[C@@H](C(C)(C)C)N(C(CO)=O)CC1CCN(C1)C(=O)OC(C)(C)C 4-{[{(1R)-1-[1-Benzyl-4-(2,5-difluorophenyl)-1H-imidazol-2-yl]-2,2-dimethylpropyl}(glycoloyl)amino]methyl}-1-(tert-butoxycarbonyl)pyrrolidin